FC1=CC=C(C=C1)C1=NN(C=C1C=1C2=C(N=CN1)OC(=C2)C2=CC=CC=C2)CC(C(=O)N)(C)C [3-(4-fluorophenyl)-4-(6-phenylfuro[2,3-d]pyrimidin-4-yl)-1H-pyrazol-1-yl]-2,2-dimethylpropanamide